N(=[N+]=[N-])C(C(=O)OCC)N=[N+]=[N-] ethyl 2,2-diazidoacetate